ClC=1N=C(C2=C(N1)N(N=N2)C(C)C2=C(C=C(C=C2)Cl)Cl)C(C)C 5-chloro-3-(1-(2,4-dichlorophenyl)ethyl)-7-isopropyl-3H-[1,2,3]triazolo[4,5-d]pyrimidine